3-{N-[3-(dimethylamino)propyl]-decanoylamino}dodecanoic acid CN(CCCN(C(CC(=O)O)CCCCCCCCC)C(CCCCCCCCC)=O)C